7-Chloro-1-((1-methylpyrrolidin-3-yl)oxy)isoquinoline ClC1=CC=C2C=CN=C(C2=C1)OC1CN(CC1)C